NCCCCN(C1=C2CN(C(C2=CC=C1)=O)C1C(NC(CC1)=O)=O)CCCCCC(C)C 3-(4-((4-aminobutyl)(6-methylheptyl)amino)-1-oxoisoindolin-2-yl)piperidine-2,6-dione